FC1=CC(=C(CC2=CN=C3N2CCN=C3)C=C1)C(F)(F)F 3-(4-fluoro-2-(trifluoromethyl)benzyl)-5,6-dihydroimidazo[1,2-a]pyrazine